Cl.Cl.CC1=C(C=C(S1)C(=O)NC=1SC(=NN1)C)[C@H]1[C@@H](C1)NCC1CCOCC1 5-methyl-N-(5-methyl-1,3,4-thiadiazol-2-yl)-4-(trans-2-((tetrahydro-2H-pyran-4-ylmethyl)amino)cyclopropyl)thiophene-2-carboxamide Dihydrochloride